ClC1=NC=CC(=C1F)OB(O)O (2-chloro-3-fluoropyridin-4-yl)boric acid